C(C)(C)(C)C1=NC(=NO1)C(=O)NCC1=C(C=C(C=C1)C1=NC=NC=C1OCCNC)C 5-(tert-butyl)-N-(2-methyl-4-(5-(2-(methylamino)ethoxy)pyrimidin-4-yl)benzyl)1,2,4-oxadiazole-3-carboxamide